Br[C@H]1C2=C(C(N1C(CS(=O)(=O)C)C1=CC(=C(C=C1)OC)OCC)=O)SC=C2 (S)-4-bromo-5-(1-(3-ethoxy-4-methoxy-phenyl)-2-(methylsulfonyl)ethyl)-4H-thieno[2,3-c]pyrrol-6(5H)-one